13-hydroxy-icosanoic acid OC(CCCCCCCCCCCC(=O)O)CCCCCCC